1-(4-(6-(3,4-dihydroxybenzoyl)-2,6-diazaspiro[3.3]heptan-2-yl)-3-fluorophenyl)butan-1-one OC=1C=C(C(=O)N2CC3(CN(C3)C3=C(C=C(C=C3)C(CCC)=O)F)C2)C=CC1O